FC=1C=C(C=C(C1)S(=O)(=O)C)CC1CC2(CNC2)C1 6-[(3-fluoro-5-methylsulfonyl-phenyl)methyl]-2-azaspiro[3.3]heptane